2-(4-fluorophenoxy)-1-(2-(3-methyl-3,8-diazabicyclo[3.2.1]octan-8-yl)-6,7-dihydrothiazolo[5,4-c]pyridin-5(4H)-yl)ethan-1-one FC1=CC=C(OCC(=O)N2CC3=C(CC2)N=C(S3)N3C2CN(CC3CC2)C)C=C1